CN(C)CC12CC(C1)(C2)NC(OCC2=CC=CC=C2)=O benzyl N-{3-[(dimethylamino)methyl]bicyclo[1.1.1]pentan-1-yl}carbamate